(S)-2-(2-(difluoromethyl)-5-methoxypyridin-4-yl)-N-((4-(1-methoxyethyl)benzyl)sulfonyl)-4-methylbenzamide FC(C1=NC=C(C(=C1)C1=C(C(=O)NS(=O)(=O)CC2=CC=C(C=C2)[C@H](C)OC)C=CC(=C1)C)OC)F